C1(=CC=CC=C1)C=1C=C2C=CC(=C(C2=CC1)C1=C(C=CC2=CC(=CC=C12)C1=CC=CC=C1)OCCOC1=C(C2=CC=CC=C2C=C1)C1=C(C=CC2=CC=CC=C12)OCCO)OCCOC1=C(C2=CC=CC=C2C=C1)C1=C(C=CC2=CC=CC=C12)OCCO 2,2'-[(6,6'-diphenyl[1,1'-binaphthalene]-2,2'-diyl)bis(oxyethane-2,1-diyloxy[1,1'-binaphthalene]-2',2-diyloxy)]di(ethan-1-ol)